2-(2-hydroxyethyl)pyridinium OCCC1=[NH+]C=CC=C1